2-(pyridazin-4-yl)-1,3-thiazole-4-carboxamide dihydrochloride Cl.Cl.N1=NC=C(C=C1)C=1SC=C(N1)C(=O)N